N1CNC(=CC1)NC(CC1=CC=CC=C1)=O N-(1,2,3,6-tetrahydropyrimidin-4-yl)-2-phenylacetamide